5-(difluoromethyl)-2-((2-ethyl-4-(5-methyl-2,5-diazabicyclo[2.2.1]hept-2-yl)phenyl)amino)pyrimidine FC(C=1C=NC(=NC1)NC1=C(C=C(C=C1)N1C2CN(C(C1)C2)C)CC)F